(R)-2-chloro-6,7-dimethoxy-N-(1-(3-((4-(trifluoromethoxy)phenyl)amino)phenyl)ethyl)quinazoline-4-amine ClC1=NC2=CC(=C(C=C2C(=N1)N[C@H](C)C1=CC(=CC=C1)NC1=CC=C(C=C1)OC(F)(F)F)OC)OC